N1(CCCC1)C(=O)OC(C(=C(N(C)C)C(C)(C)C)C)=O tert-butyl-[3-(dimethylamino)-2-methylprop-2-enoyl] pyrrolidine-1-carboxylate